C1(CCCCC1)P(C1=C(C(=CC=C1OC)OC)C1=C(C=C(C=C1C(C)C)C(C)C)C(C)C)C1CCCCC1 2-(dicyclohexylphosphino)-3,6-dimethoxy-2',4',6'-tri-isopropyl-1,1'-biphenyl